FC(C1=CC=C2C3=C(NC2=C1)C(=NC=C3)NC(=O)C3CC3)(F)F N-(7-(trifluoromethyl)-9H-pyrido[3,4-b]indol-1-yl)cyclopropanecarboxamide